NC1=NC=NN2C1=C(C=C2C=2C=C(C(=NC2)OC)C(=O)N[C@@H]2CN(C[C@@H]2F)CC=2NC(C=CC2)=O)C(F)(F)F 5-[4-amino-5-(trifluoromethyl)pyrrolo[2,1-f][1,2,4]triazin-7-yl]-N-[(3R,4S)-4-fluoro-1-[(6-oxo-1,6-dihydropyridin-2-yl)methyl]pyrrolidin-3-yl]-2-methoxypyridine-3-carboxamide